Methyl 4-(naphthalen-1-ylmethoxy)quinoline-2-carboxylate C1(=CC=CC2=CC=CC=C12)COC1=CC(=NC2=CC=CC=C12)C(=O)OC